2-(cyclobutylmethyl)-5,6-dimethyl-7-(3-(trifluoromethyl)-7,8-dihydro-1,6-naphthyridin-6(5H)-yl)-[1,2,4]triazolo[4,3-a]pyrimidin-3(2H)-one C1(CCC1)CN1N=C2N(C(=C(C(=N2)N2CC=3C=C(C=NC3CC2)C(F)(F)F)C)C)C1=O